C(C(=C)C)(=O)OCCOC1=CC=C(C=C1)C(C)(C)C1=CC=C(C=C1)OCCOC(C(=C)C)=O bis(4-(methacryloyloxyethoxy)phenyl)propane